COC(=O)N(C1=C(C=CC=C1)CC(=O)OC)C methyl 2-(2-((methoxycarbonyl)(methyl)amino)phenyl)acetate